4-amino-N-((3S)-6-chloro-2,3-dihydro-1-benzofuran-3-yl)-N,1-dimethyl-1H-pyrazolo[4,3-c]quinoline-8-carboxamide NC1=NC=2C=CC(=CC2C2=C1C=NN2C)C(=O)N(C)[C@@H]2COC1=C2C=CC(=C1)Cl